2-ethylhexyl phenyl phosphite P(OCC(CCCC)CC)(OC1=CC=CC=C1)[O-]